N-[4-[2-(4-fluorophenyl)piperazine-1-carbonyl]-3-pyrrolidin-1-ylphenyl]cyclopropanecarboxamide FC1=CC=C(C=C1)C1N(CCNC1)C(=O)C1=C(C=C(C=C1)NC(=O)C1CC1)N1CCCC1